2-(8-Butyl-7-ethoxy-3,4-dihydro-2H-chromen-3-yl)-5-methylphenol C(CCC)C=1C(=CC=C2CC(COC12)C1=C(C=C(C=C1)C)O)OCC